NCCCNC(=O)C=1C=C2C(=NNC2=CC1)C1=NC2=C(N1)C=C(C=C2)C(F)(F)F N-(3-aminopropyl)-3-(6-(trifluoromethyl)-1H-benzo[d]imidazol-2-yl)-1H-indazole-5-carboxamide